CC1=C(C(=CC(=C1CC)OCCCC)CC)O 2-methyl-3,6-diethyl-4-butoxy-phenol